8-[5-(4-benzyloxy-2-ethyl-5-methyl-pyrazol-3-yl)-4-[(4-methoxyphenyl)methyl]-1,2,4-triazol-3-yl]-N-[(2,4-dimethoxyphenyl)methyl]-7-fluoro-3-methyl-pyrrolo[1,2-a]pyrazine-6-carboxamide C(C1=CC=CC=C1)OC1=C(N(N=C1C)CC)C=1N(C(=NN1)C=1C(=C(N2C1C=NC(=C2)C)C(=O)NCC2=C(C=C(C=C2)OC)OC)F)CC2=CC=C(C=C2)OC